(S)-6-(difluoromethyl)-4-methylpiperazin-2-one FC([C@@H]1CN(CC(N1)=O)C)F